6-(2,5-diazabicyclo[2.2.2]octan-2-yl)-2-(2,6-dioxopiperidin-3-yl)-4-fluoroisoindoline-1,3-dione C12N(CC(NC1)CC2)C2=CC(=C1C(N(C(C1=C2)=O)C2C(NC(CC2)=O)=O)=O)F